N2-(3-(2-(2H-1,2,3-triazol-2-yl)propan-2-yl)-1-cyclopropyl-1H-pyrazol-5-yl)-N4-ethyl-5-(trifluoromethyl)pyrimidine-2,4-diamine N=1N(N=CC1)C(C)(C)C1=NN(C(=C1)NC1=NC=C(C(=N1)NCC)C(F)(F)F)C1CC1